NC1=CC(=C(C=O)C=C1[N+](=O)[O-])F 4-AMINO-2-FLUORO-5-NITROBENZALDEHYDE